C(C)C=1C(=NC(=NC1)C1=NC=CC=C1)NC(C)C (5-ethyl-2-pyridin-2-yl-pyrimidin-4-yl)-isopropyl-amine